ClC=1C=C2C(C[C@@H](OC2=CC1)C(=O)NC12CC(C1)(C2)NC(COC2=CC(=C1C=NNC1=C2)F)=O)=O (R)-6-chloro-N-(3-(2-((4-fluoro-1H-indazol-6-yl)oxy)acetamido)bicyclo[1.1.1]pentan-1-yl)-4-oxochroman-2-carboxamide